9,10-dimethoxy-1,4,5,8-tetramethyl-anthracene COC=1C2=C(C=CC(=C2C(=C2C(=CC=C(C12)C)C)OC)C)C